O1C(=NCC1)CC=1OCCN1 bis(2-oxazolinyl)methane